(4,5-dihydro-2H,3'H-spiro[furan-3,1'-dibenzofuran]-6'-yl)methanesulfonyl chloride C12(CCCC=3OC4=C(C31)C=CC=C4CS(=O)(=O)Cl)COCC2